The molecule is an unsaturated fatty acyl-CoA that results from the formal condensation of the thiol group of coenzyme A with the carboxy group of (2E,21Z,24Z,27Z,30Z,33Z)-hexatriacontahexaenoic acid. It is an unsaturated fatty acyl-CoA and an ultra-long-chain fatty acyl-CoA. It is a conjugate acid of a (2E,21Z,24Z,27Z,30Z,33Z)-hexatriacontahexaenoyl-CoA(4-). CC/C=C\\C/C=C\\C/C=C\\C/C=C\\C/C=C\\CCCCCCCCCCCCCCCCC/C=C/C(=O)SCCNC(=O)CCNC(=O)[C@@H](C(C)(C)COP(=O)(O)OP(=O)(O)OC[C@@H]1[C@H]([C@H]([C@@H](O1)N2C=NC3=C(N=CN=C32)N)O)OP(=O)(O)O)O